FC1(CCN(CC1)C1=C(N=CC(=N1)C=1N=NN(C1)C1=C(C=C(C=C1)NS(=O)(=O)C)N1CCC2(CC2)CC1)C)F N-(4-(4-(6-(4,4-difluoropiperidin-1-yl)-5-methylpyrazin-2-yl)-1H-1,2,3-triazol-1-yl)-3-(6-azaspiro[2.5]octan-6-yl)phenyl)methanesulfonamide